(1R,2S,3R,5R)-3-(4-amino-7H-pyrrolo[2,3-d]pyrimidin-7-yl)-5-(3-(thiazol-4-yl)phenyl)cyclopentane-1,2-diol NC=1C2=C(N=CN1)N(C=C2)[C@H]2[C@@H]([C@@H]([C@H](C2)C2=CC(=CC=C2)C=2N=CSC2)O)O